ethyl-(2-(methylamino)ethyl)carbamic acid tert-butyl ester C(C)(C)(C)OC(N(CCNC)CC)=O